1,3,5-tris(1-phenyl-1H-benzo[d]imidazole-2-yl)benzene C1(=CC=CC=C1)N1C(=NC2=C1C=CC=C2)C2=CC(=CC(=C2)C2=NC1=C(N2C2=CC=CC=C2)C=CC=C1)C1=NC2=C(N1C1=CC=CC=C1)C=CC=C2